FC1(CN(CCC1OC1=NC2=CC=C(C=C2C=C1C#N)OC)C)F ((3,3-difluoro-1-methylpiperidin-4-yl)oxy)-6-methoxyquinoline-3-carbonitrile